NC1CCN(CC1)CC1CN(C1)C(=O)NC=1SC=C(N1)C(C)(C#C)C1=CC=C(C=C1)Cl 3-((4-aminopiperidin-1-yl)methyl)-N-(4-(2-(4-chlorophenyl)but-3-yn-2-yl)thiazol-2-yl)azetidine-1-carboxamide